2-methyl-5-(6-(piperazin-1-yl)pyridin-3-yl)benzamide CC1=C(C(=O)N)C=C(C=C1)C=1C=NC(=CC1)N1CCNCC1